3-(6-(azidomethyl)pyridin-2-yl)oxetan-3-ol N(=[N+]=[N-])CC1=CC=CC(=N1)C1(COC1)O